OC1CCC(CC1)N(CCCCCCCC(=O)NC(CCCCCCCCC)CCCCCCCCC)CCCCCCCC(=O)NC(CCCCCCCCC)CCCCCCCCC 8,8'-(((1S,4S)-4-hydroxycyclohex-yl)azanediyl)bis-(N-(nonadecan-10-yl)octanamide)